1-(1,2-Benzooxazol-3-yl)cyclopropane-1-sulfonamide O1N=C(C2=C1C=CC=C2)C2(CC2)S(=O)(=O)N